SC(CCC(=O)OCC(COC(CCC(C)S)=O)(COC(CCC(C)S)=O)CO)C pentaerythritol tris(4-mercaptovalerate)